2-{[(2S)-1,4-dioxan-2-yl]methyl}-4-methyl-N-[(6-methylpyridin-2-yl)methyl]-8-(trifluoromethyl)-4,5-dihydro-2H-furo[2,3-g]indazole-7-carboxamide O1[C@H](COCC1)CN1N=C2C3=C(CC(C2=C1)C)OC(=C3C(F)(F)F)C(=O)NCC3=NC(=CC=C3)C